tungsten titanium-oxide [O-2].[Ti+4].[W+4].[O-2].[O-2].[O-2]